ClC=1C(=NC(=NC1)NC1=CC=C(C=C1)N1CCN(CC1)C)NC1=CC(=CC=C1)S(NC(CO)(C)C)(=O)=O 5-Chloro-N4-[3-(N-(1-hydroxy-2-methylpropan-2-yl)sulfamoyl)phenyl]-N2-[4-(4-methylpiperazin-1-yl)phenyl]pyrimidine-2,4-diamine